4-(((butylthio)methyl)sulfinyl)-2,6-diphenylpyrimidine-5-carbonitrile C(CCC)SCS(=O)C1=NC(=NC(=C1C#N)C1=CC=CC=C1)C1=CC=CC=C1